6-(but-2-yn-1-yloxy)-4-(6-(6-(6-methoxynicotinoyl)-3,6-diazabicyclo[3.1.1]heptan-3-yl)pyridin-3-yl)pyrazolo[1,5-a]pyridine-3-carbonitrile C(C#CC)OC=1C=C(C=2N(C1)N=CC2C#N)C=2C=NC(=CC2)N2CC1N(C(C2)C1)C(C1=CN=C(C=C1)OC)=O